[Si](C)(C)(C(C)(C)C)OC1C(C1)N 2-((tert-butyldimethylsilyl)oxy)cyclopropylamine